C(CCC)[C@H]1CS(C2=C(N(C1)C1=CC=CC=C1)C=C(C(=C2)O\C=C(\C(=O)O)/F)SC)(=O)=O (R)-(Z)-3-((3-butyl-7-(methylthio)-1,1-dioxido-5-phenyl-2,3,4,5-tetrahydro-1,5-benzothiazepin-8-yl)oxy)-2-fluoroacrylic acid